5-[[2-(cyclobutylsulfamoyl)-3-fluoropyridin-4-yl]methyl]-3,4-difluoro-2-(2-fluoro-4-iodoanilino)benzamide C1(CCC1)NS(=O)(=O)C1=NC=CC(=C1F)CC=1C(=C(C(=C(C(=O)N)C1)NC1=C(C=C(C=C1)I)F)F)F